C1(=CC=CC2=CC=CC=C12)C(C(=O)N)N1CCN(CC1)CC1=CC=C(C=C1)[N+](=O)[O-] (naphthalen-1-yl)-2-{4-[(4-nitrophenyl)methyl]piperazin-1-yl}acetamide